CCCCCCCCCCCCCCCCCCCCCCCCCC(=O)N[C@@H](CO[C@@H]1[C@@H]([C@H]([C@H]([C@H](O1)CO)OCCC23CC4CC(C2)CC(C4)C3)O)O)[C@@H]([C@@H](CCCCCCCCCCCCCC)O)O The molecule is a glycophytoceramide having a 4-O-(2-adamantylethyl)-alpha-D-galactosyl residue at the O-1 position and a hexacosanoyl group attached to the nitrogen. One of a series of an extensive set of 4"-O-alkylated alpha-GalCer analogues evaluated (PMID:30556652) as invariant natural killer T-cell (iNKT) antigens. It derives from an alpha-D-galactose.